O-((4-((tert-butyldimethylsilyl) oxy) bicyclo(2.2.2)octan-1-yl) methyl) S-methyldithiocarbonate C[SH-]C(OCC12CCC(CC1)(CC2)O[Si](C)(C)C(C)(C)C)=S